2,2,6-trimethyl-α-propylcyclohexylpropanol CC1(C(C(CCC1)C)C(CC)(O)CCC)C